(1H-imidazol-1-yl)-7-((5-(piperazin-1-yl)pyridin-2-yl)amino)isoindolin-1-one N1(C=NC=C1)N1C(C2=C(C=CC=C2C1)NC1=NC=C(C=C1)N1CCNCC1)=O